C(C)(C)(C)C1=CC(=C(C=C1Cl)C1=CC(C(=C(N1)C)[C@H]1CNC(O1)=O)=O)C |o1:18| rel-(S)-5-(6-(4-tert-butyl-5-chloro-2-methyl-phenyl)-2-methyl-4-oxo-1H-pyridin-3-yl)oxazolidin-2-one